tert-butyl N-[(3S)-1-[5-(4-cyanopyridin-3-yl)-2-[3-fluoro-2-(2-fluoro-6-methoxyphenyl)pyridine-4-amido]phenyl]pyrrolidin-3-yl]carbamate C(#N)C1=C(C=NC=C1)C=1C=CC(=C(C1)N1C[C@H](CC1)NC(OC(C)(C)C)=O)NC(=O)C1=C(C(=NC=C1)C1=C(C=CC=C1OC)F)F